ClC=1C=C(C=CC1)C1N(CCN(C1)C(=O)C1=NN(C(=C1)C1=CC=CC=C1)C1=CC=CC=C1)C(=O)N (3-chlorophenyl)-4-(1,5-diphenyl-1H-pyrazole-3-carbonyl)piperazine-1-carboxamide